(S)-4-(5-chlorothiazolo[5,4-d]pyrimidin-7-yl)-3-methylmorpholine ClC=1N=C(C2=C(N1)SC=N2)N2[C@H](COCC2)C